1-((3,3-Difluoro-1-methylcyclobutyl)methyl)-3-((trans)-2-methylcyclopropyl)-N-(2-(S-methylsulfonimidoyl)pyridin-4-yl)-4-(trifluoromethyl)-1H-pyrazole-5-carboxamide FC1(CC(C1)(C)CN1N=C(C(=C1C(=O)NC1=CC(=NC=C1)S(=O)(=N)C)C(F)(F)F)[C@H]1[C@@H](C1)C)F